6-(3-(4-chlorobenzyl)ureido)-N-(o-tolyl)hexanamide ClC1=CC=C(CNC(NCCCCCC(=O)NC2=C(C=CC=C2)C)=O)C=C1